C(C)N(S(=O)(=O)NC=1C(=C(OC=2C=C3C(NC=NC3=CC2)=O)C(=CC1)F)F)C 6-[3-[[ethyl(methyl)sulfamoyl]amino]-2,6-difluorophenoxy]-4-oxoquinazoline